1-bromo-2-(4-bromobutyl)benzene BrC1=C(C=CC=C1)CCCCBr